(R)-1-(5-(10-methyl-8-oxo-9,10,11,12-tetrahydro-8H-[1,4]diazepino[5',6':4,5]thieno[3,2-f]quinolin-3-yl)pyridin-2-yl)piperidine-4-carbaldehyde C[C@H]1NC(C2=C(C=3C=4C=CC(=NC4C=CC3S2)C=2C=CC(=NC2)N2CCC(CC2)C=O)NC1)=O